CCC(C)/C=C(\\C)/C1=CC2=C(C(O1)OCC)C(=C3C(=C2)C=C(C(=O)C3=O)OC)O The molecule is an organic heterotricyclic compound that is 1H-benzo[g]isochromene-8,9-dione substituted by an ethoxy group at position 1, hydroxy group at position 10, a methoxy group at position 7 and a 4-methylhex-2-en-2-yl group at position 3. Isolated from the stem of the fruiting bodies of the basidiomycete strain Laccaria amethystea, it exhibits inhibitory activity against proteases. It has a role as a metabolite and a protease inhibitor. It is a member of isochromenes, an organic heterotricyclic compound, a member of phenols, a member of orthoquinones, a cyclic acetal and an enol ether.